(S)-2-((6-chloro-4-morpholinopyridin-2-yl)amino)propan-1-ol ClC1=CC(=CC(=N1)N[C@H](CO)C)N1CCOCC1